CC1(C[C@H](CCC1)NCC1=CC(=C(C(=C1)O)N1CC(NS1(=O)=O)=O)F)C (S)-5-(4-(((3,3-dimethylcyclohexyl)amino)methyl)-2-fluoro-6-hydroxyphenyl)-1,2,5-thiadiazolidin-3-one 1,1-dioxide